NC=1SC2=C(C1C#N)C(=CC=C2F)C=2C1=C(C=3C(=NC=NC3C2F)N2[C@H]3CN([C@@H](C2)C3)C)COC1 2-Amino-7-fluoro-4-[5-fluoro-1-[(1R,4R)-5-methyl-2,5-diazabicyclo[2.2.1]heptan-2-yl]-7,9-dihydrofuro[3,4-f]quinazolin-6-yl]benzothiophene-3-carbonitrile